dipyridine iron [Fe].N1=CC=CC=C1.N1=CC=CC=C1